1-tert-butoxycarbonyl-indole-2-oic acid tert-butyl ester C(C)(C)(C)OC(=O)C=1N(C2=CC=CC=C2C1)C(=O)OC(C)(C)C